NC1=NC(=CC(=N1)C=1C=C(C#N)C=CC1)C=1N=NN(C1)CC1=C(C=CC=C1)N m-(2-amino-6-{1-[(o-aminophenyl)methyl]-1H-1,2,3-triazol-4-yl}-4-pyrimidinyl)benzonitrile